ClC1=CC=C(C=C1)C1=NN(C[C@@H]1C1=CC=CC=C1)\C(\NCCS(N)(=O)=O)=N/S(=O)(=O)C=1C=NN(C1)C (S,Z)-3-(4-chlorophenyl)-N'-((1-methyl-1H-pyrazol-4-yl)sulfonyl)-4-phenyl-N-(2-sulfamoylethyl)-4,5-dihydro-1H-pyrazole-1-carboximidamide